1-[2-cyano-4-(trifluoromethyl)phenyl]-4-[6-(1-ethyl-1H-pyrrol-2-yl)pyridine-3-yl]-N-[(3S)-1-methylpyrrolidin-3-yl]Piperidine-4-carboxamide C(#N)C1=C(C=CC(=C1)C(F)(F)F)N1CCC(CC1)(C(=O)N[C@@H]1CN(CC1)C)C=1C=NC(=CC1)C=1N(C=CC1)CC